tert-butyl (3S,4S)-4-(4-bromophenyl)-3-fluoropiperidine-1-carboxylate BrC1=CC=C(C=C1)[C@H]1[C@@H](CN(CC1)C(=O)OC(C)(C)C)F